(6-phenoxypyridazin-3-yl)propanamide O(C1=CC=CC=C1)C1=CC=C(N=N1)C(C(=O)N)C